C(C)(=O)N[C@H]1C(C=CC[C@@H]1NCC1=CC=C2C=CC=NC2=C1)OC(CC)CC (4R,5S)-4-acetamido-3-(pentan-3-oxy)-5-((quinolin-7-ylmethyl)amino)cyclohex-1-ene